(S)-N-(2-Cyclopropyl-4-methyl-5-oxo-5,6,7,8-tetrahydro-4H-pyrazolo[1,5-a][1,3]diazepin-6-yl)-1-(2,3-difluorobenzyl)-1H-1,2,4-triazol-3-carboxamid C1(CC1)C1=NN2C(N(C([C@H](CC2)NC(=O)C2=NN(C=N2)CC2=C(C(=CC=C2)F)F)=O)C)=C1